C(C)C1=NN(C=2C=CC=C(C12)C1=C(C=C2C=NN(C2=C1)C)F)CC(=O)NCC(=O)NCC(=O)OC methyl 2-[2-(2-{3-ethyl-5'-fluoro-1'-methyl-[4,6'-biindazol]-1-yl}acetamido) acetamido]acetate